N-[3-methyl-4-[(4-pyridin-3-ylpyrimidin-2-yl)amino]phenyl]benzamide CC=1C=C(C=CC1NC1=NC=CC(=N1)C=1C=NC=CC1)NC(C1=CC=CC=C1)=O